N-[(2-amino-3-fluoroquinolin-7-yl)methyl]-N-(2-methanesulfonylphenyl)-2-methylpyridine-3-carboxamide NC1=NC2=CC(=CC=C2C=C1F)CN(C(=O)C=1C(=NC=CC1)C)C1=C(C=CC=C1)S(=O)(=O)C